C(C)(=O)C1=NN(C2=CC=C(C=C12)C=1C=NC(=NC1)N)CC(=O)N1[C@@H]2C[C@@H]2C[C@H]1C(=O)NC1=NC(=CC=C1C)Br (1R,3S,5R)-2-(2-(3-acetyl-5-(2-aminopyrimidin-5-yl)-1H-indazol-1-yl)acetyl)-N-(6-bromo-3-methylpyridin-2-yl)-2-azabicyclo[3.1.0]hexane-3-carboxamide